(phenyl)methan C1(=CC=CC=C1)C